1-(5-((5-((4'-chloro-5,5-dimethyl-3,4,5,6-tetrahydro-[1,1'-biphenyl]-2-yl)methyl)-2,5-diazabicyclo[2.2.1]heptan-2-yl)methyl)-1-oxoisoindolin-2-yl)dihydropyrimidine-2,4(1H,3H)-dione ClC1=CC=C(C=C1)C1=C(CCC(C1)(C)C)CN1C2CN(C(C1)C2)CC=2C=C1CN(C(C1=CC2)=O)N2C(NC(CC2)=O)=O